OC(COC(C=CCC(=O)O)=O)O glutaconic acid dihydroxyethyl ester